NC([C@H](CO)NC(=O)C1=C(OC2=C1C=C(C=C2)OCC=2C(=NC=CC2)C2CC2)C)=O (S)-N-(1-Amino-3-hydroxy-1-oxopropan-2-yl)-5-((2-cyclopropylpyridin-3-yl)methoxy)-2-methylbenzofuran-3-carboxamide